FC1=C2C(=NN(C2=CC(=C1)F)C)C 4,6-difluoro-1,3-dimethyl-1H-indazole